(17-Acetyl-6,10,13-trimethyl-3-oxo-2,8,9,11,12,14,15,16-octahydro-1H-cyclopenta[a]phenanthren-17-yl) acetate C(C)(=O)OC1(CCC2C3C=C(C4=CC(CCC4(C3CCC12C)C)=O)C)C(C)=O